1'-ethyl-6'-fluoro-N-(4-fluoro-3-((2-methoxyethyl)amino)benzyl)-4'-oxo-3',4'-dihydro-1'H-spiro[piperidine-4,2'-quinoline]-1-carboxamide C(C)N1C2(CC(C3=CC(=CC=C13)F)=O)CCN(CC2)C(=O)NCC2=CC(=C(C=C2)F)NCCOC